N-((1S,3R)-3-((6-amino-5-(4-phenoxyphenyl)pyrimidin-4-yl)amino)cyclohexyl)acrylamide NC1=C(C(=NC=N1)N[C@H]1C[C@H](CCC1)NC(C=C)=O)C1=CC=C(C=C1)OC1=CC=CC=C1